5-((2-(azetidin-1-ylmethyl)-6-fluorobenzyl)amino)-6-methyl-N-(thiazol-4-yl)pyridine-2-sulfonamide N1(CCC1)CC1=C(CNC=2C=CC(=NC2C)S(=O)(=O)NC=2N=CSC2)C(=CC=C1)F